OC1=CC=C2[C@@H]([C@@H](COC2=C1)C=1C=NC=NC1)C1=CC=C(C=C1)N1CCC(CC1)CN1CCC2(CN(C2)C=2C=C3CN(C(C3=CC2)=O)C2C(NC(CC2)=O)=O)CC1 3-(5-(7-((1-(4-(cis-7-hydroxy-3-(pyrimidin-5-yl)chroman-4-yl)phenyl)piperidine-4-yl)methyl)-2,7-diazaspiro[3.5]nonan-2-yl)-1-oxoisoindolin-2-yl)piperidine-2,6-dione